6-(4-((4-(1H-pyrazol-4-yl)phenyl)-amino)-pyrimidin-2-yl)-N-methyl-N-(2-morpholino-ethyl)-1H-indole-2-carboxamide N1N=CC(=C1)C1=CC=C(C=C1)NC1=NC(=NC=C1)C1=CC=C2C=C(NC2=C1)C(=O)N(CCN1CCOCC1)C